2-allyl-1-(6-(2-hydroxypropan-2-yl)pyridine-2-yl)-6-((1,2,3,4-tetrahydroisoquinolin-6-yl)amino)-1,2-dihydro-3H-pyrazolo[3,4-d]Pyrimidin-3-one C(C=C)N1N(C2=NC(=NC=C2C1=O)NC=1C=C2CCNCC2=CC1)C1=NC(=CC=C1)C(C)(C)O